C1(CCCCC1)[C@@H](C(=O)NC1=CC=C(C=C1)C=1C(=NNC1C)C)NC(=O)C1=CN=C2N1C=CC=N2 N-[(1S)-1-cyclohexyl-2-[4-(3,5-dimethyl-1H-pyrazol-4-yl)anilino]-2-oxo-ethyl]imidazo[1,2-a]pyrimidine-3-carboxamide